(3aS,4R,6aR)-4-(4-dihydroxyboryl-butyl)-1-((1-(cyclohexanoyloxy)-2-methylpropyloxy)carbonyl)octahydropyrrolo[3,4-b]pyrrole-4-carboxylic acid hydrochloride Cl.OB(CCCC[C@]1(NC[C@@H]2N(CC[C@@H]21)C(=O)OC(C(C)C)OC(=O)C2CCCCC2)C(=O)O)O